N-(4-{1-[(2,5-dichlorophenyl)carbonyl]piperidin-4-yl}butyl)thieno[2,3-c]pyridine-2-carboxamide ClC1=C(C=C(C=C1)Cl)C(=O)N1CCC(CC1)CCCCNC(=O)C1=CC=2C(=CN=CC2)S1